ClC1=NC=2N[C@H](C(NC2C(=N1)C)=O)CCO (7S)-2-chloro-7-(2-hydroxyethyl)-4-methyl-7,8-dihydropteridin-6(5H)-one